OC(=O)C1C2C=CC(C1C(=O)OC)C2 2-hydroxycarbonyl-3-methoxycarbonylbicyclo[2.2.1]Hept-5-ene